ethyl 5-(2-(2-(benzyloxy) acetamido) imidazo[1,2-b]pyridazin-6-yl)-2-methylnicotinate C(C1=CC=CC=C1)OCC(=O)NC=1N=C2N(N=C(C=C2)C=2C=NC(=C(C(=O)OCC)C2)C)C1